1-(3-(2-fluorobenzofuran-5-yl)-6-((2,2,2-trifluoroethoxy)methyl)pyrazin-2-yl)piperidine-4-carboxylic acid FC=1OC2=C(C1)C=C(C=C2)C=2C(=NC(=CN2)COCC(F)(F)F)N2CCC(CC2)C(=O)O